2-chloro-5-nitro-4-(N-isopropyl-amino)-pyrimidine ClC1=NC=C(C(=N1)NC(C)C)[N+](=O)[O-]